1-(4-iodo-6-morpholinopyridin-2-yl)pyrrolidin-3-ol imidazo[4,5-b]pyridine-5-carboxylate N1=CN=C2NC(=CC=C21)C(=O)OC2CN(CC2)C2=NC(=CC(=C2)I)N2CCOCC2